2-{3-[(3-methanesulfonylphenyl)amino]prop-1-yn-1-yl}-N-(1-methylpiperidin-4-yl)-1-(2,2,2-trifluoroethyl)-1H-indol-4-amine CS(=O)(=O)C=1C=C(C=CC1)NCC#CC=1N(C=2C=CC=C(C2C1)NC1CCN(CC1)C)CC(F)(F)F